(S)-2-((tert-butoxycarbonyl)(methyl)amino)-3-(5-chloro-2-methoxypyridin-3-yl)propanoic acid C(C)(C)(C)OC(=O)N([C@H](C(=O)O)CC=1C(=NC=C(C1)Cl)OC)C